4-(6,7-dimethoxy-quinolin-4-yloxy)-phenylamine COC=1C=C2C(=CC=NC2=CC1OC)OC1=CC=C(C=C1)N